3-((4-(1-(2-(piperazin-1-yl)ethyl)piperidin-4-yl)phenyl)amino)piperidine-2,6-dione N1(CCNCC1)CCN1CCC(CC1)C1=CC=C(C=C1)NC1C(NC(CC1)=O)=O